3-AMINO-4-METHYLPHENYLBORONIC ACID NC=1C=C(C=CC1C)B(O)O